trans-N-(4-isopropyl-1-methylpyrrolidin-3-yl)-2,2-dimethyl-3-((3-(trifluoromethyl)pyridin-2-yl)oxy)propanamide C(C)(C)[C@H]1[C@@H](CN(C1)C)NC(C(COC1=NC=CC=C1C(F)(F)F)(C)C)=O